N1(CCOCC1)S(=O)(=O)C=1C=CC=2N(C1)C=CN2 6-(morpholine-4-sulfonyl)-imidazo[1,2-a]pyridine